BrC1=C2C=CC=CC2=C(C2=CC=CC=C12)C1=CC=CC2=C1OC1=C2C=CC=C1 4-(10-Bromoanthracen-9-yl)dibenzo[b,d]furan